C(#N)C[C@@H]1N(CCN(C1)C1=NC(=NN2C1=NC=C2CC2=CC=CC1=CC=CC=C21)OC[C@H]2N(CCC2)C)C(=O)OCC2=CC=CC=C2 benzyl (S)-2-(cyanomethyl)-4-(2-(((S)-1-methylpyrrolidin-2-yl)methoxy)-7-(naphthalen-1-ylmethyl)imidazo[2,1-f][1,2,4]triazin-4-yl)piperazine-1-carboxylate